COC(CN1C(C=CC(=C1)NC(C1=CC(=CC=C1)C=1C=NC=C(C1)C#CCCCCCCCNC(=O)OC(C)(C)C)=O)=O)=O.C1(=CC=CC=C1)OP(=O)(O)O.OC1=CC=C(C=C1)C(C)(C)C1=CC=C(C=C1)O bisphenol A phenyl-phosphate Methyl-2-{5-[3-(5-{9-[(tert-butoxycarbonyl)amino]non-1-yn-1-yl}pyridin-3-yl)benzamido]-2-oxopyridin-1-yl}acetate